Ethyl (E)-2-((2'-(diphenylphosphino)-5'-(trifluoromethyl)-[1,1'-biphenyl]-2-yl) methyl)-3-phenylacrylate C1(=CC=CC=C1)P(C1=C(C=C(C=C1)C(F)(F)F)C1=C(C=CC=C1)C/C(/C(=O)OCC)=C\C1=CC=CC=C1)C1=CC=CC=C1